COC1=CC=C(C=C1)C1=NOC(=C1)NC1=NC(=NC=C1)N1CCN(CC1)CCO 2-(4-(4-((3-(4-methoxyphenyl)isoxazol-5-yl)amino)pyrimidin-2-yl)piperazin-1-yl)ethan-1-ol